COC1CCC(CC1)C1=CC(=NC(=N1)C1=CN=CN1C)C(=O)OC methyl 6-(4-methoxycyclohexyl)-2-(1-methyl-1H-imidazol-5-yl)pyrimidine-4-carboxylate